C(CCCCCCCCCCCCCCC)(=O)OCC(COC(CCCCCCCCCCCCCCC)=O)OC(CC(CCCCCCCC(C(=O)Cl)C)C)=O [2-(12-chloro-3,11-dimethyl-12-oxo-dodecanoyl)oxy-3-hexadecanoyloxy-propyl] hexadecanoate